C1(=CC=CC=C1)C=1C=C2C(=NC1)C(=NO2)N 6-phenylisoxazolo[4,5-b]pyridin-3-amine